NC1=C(C=C2C(=N1)C(C=1C(=CC=CC1O2)N)=O)OC2=CC=C(C=C2)N2CCN(CC2)CC2CCN(CC2)C2=CC(=C(C=C2)N2C(NC(CC2)=O)=O)C 1-(4-(4-((4-(4-((2,9-diamino-10-oxo-10H-chromeno[3,2-b]pyridin-3-yl)oxy)phenyl)piperazin-1-yl)methyl)piperidin-1-yl)-2-methylphenyl)dihydropyrimidine-2,4(1H,3H)-dione